1,3-bis(4-aminophenyl)isocyanuric acid NC1=CC=C(C=C1)N1C(=O)N(C(=O)NC1=O)C1=CC=C(C=C1)N